2-Mercapto-3-pyridinecarboxylic acid SC1=NC=CC=C1C(=O)O